N-(10-hydroxydecyl)-2-oxo-2-(2-phenyl-1H-indol-3-yl)acetamide OCCCCCCCCCCNC(C(C1=C(NC2=CC=CC=C12)C1=CC=CC=C1)=O)=O